[Si](C1=CC=CC=C1)(C1=CC=CC=C1)(C(C)(C)C)OC[C@H]1N(CC(C1)=O)C(=O)OC(C)(C)C tert-butyl (S)-2-(((tert-butyldiphenylsilyl)oxy)methyl)-4-oxopyrrolidine-1-carboxylate